tert-butyl (2-(1-((2-((7-chloro-8-fluoro-4-hydroxy-2-(methylthio)pyrido[4,3-d]pyrimidin-5-yl)oxy)ethyl)amino)ethyl)phenyl)carbamate ClC1=C(C=2N=C(N=C(C2C(=N1)OCCNC(C)C1=C(C=CC=C1)NC(OC(C)(C)C)=O)O)SC)F